BrC1=C2C=CC=C(C2=CC=C1)C(=O)ON1C(CCC1=O)=O (2,5-dioxopyrrolidin-1-yl) 5-bromonaphthalene-1-carboxylate